FC1CC(N(C1)C(CC1=NN(C(N1)=O)C)=O)C(=O)NC(C1=NC=C(C=C1)C(C)C)C1=CC=CC=C1 4-fluoro-1-[2-(1-methyl-5-oxo-4,5-dihydro-1H-1,2,4-triazol-3-yl)acetyl]-N-{phenyl[5-(propan-2-yl)pyridin-2-yl]methyl}pyrrolidine-2-carboxamide